C(C1=CC=CC=C1)OC1(CN(C1)C(=O)OC(C)(C)C)C tert-butyl 3-(benzyloxy)-3-methylazetidine-1-carboxylate